(13R)-23-fluoro-13-methyl-19-(oxan-2-yl)-8,14-dioxa-10,19,20-triazatetracyclo[13.5.2.12,6.018,21]tricosa-1(20),2,4,6(23),15,17,21-heptaen-9-one FC1=C2C=CC=C1C1=NN(C3=CC=C(O[C@@H](CCNC(OC2)=O)C)C=C13)C1OCCCC1